FC1=C(C=CC=C1)\C(\CC)=N\NS(=O)(=O)C1=CC=C(C=C1)C N-[(E)-1-(2-fluorophenyl)propylideneamino]-4-methyl-benzenesulfonamide